CC1CC(C1)(C1=NN=CN1C)C=1C=C(C=CC1)N1C=NC2=C(C=C(C=C2C1=O)CNCC[Si](C)(C)C)C(F)(F)F 3-(3-((1s,3s)-3-Methyl-1-(4-methyl-4H-1,2,4-triazol-3-yl)cyclobutyl)phenyl)-8-(trifluoromethyl)-6-(((2-(trimethylsilyl)ethyl)amino)methyl)quinazolin-4(3H)-one